tert-butyl 3-(3-chloro-6-((hexahydro-1H-pyrrolizin-7a-yl) methoxy)-2,7-naphthyridin-1-yl)-3,8-diazabicyclo[3.2.1]octane-8-carboxylate ClC=1N=C(C2=CN=C(C=C2C1)OCC12CCCN2CCC1)N1CC2CCC(C1)N2C(=O)OC(C)(C)C